COC(C(F)F)=O methyldifluoroacetate